O1C(=CC=C1)P(C=1[CH-]C=CC1)C=1OC=CC1.[CH-]1C=CC=C1.[Fe+2] 2-(di-2-furanylphosphino)ferrocene